OCCNC(=O)C1=CC(=NC2=CC=CC=C12)C1CN(CCO1)CC=1C=C2C=CC=NC2=CC1 N-(2-hydroxyethyl)-2-(4-(quinolin-6-ylmethyl)morpholin-2-yl)quinoline-4-carboxamide